(R)-3-((6-methoxy-2-methyl-1,2,3,4-tetrahydroisoquinolin-7-yl)amino)-5-((2-(1-methoxyethyl)phenyl)amino)-N-(methyl-d3)-1,2,4-triazine-6-carboxamide COC=1C=C2CCN(CC2=CC1NC=1N=NC(=C(N1)NC1=C(C=CC=C1)[C@@H](C)OC)C(=O)NC([2H])([2H])[2H])C